CCC(CC)N1N=CC(=C1)C=1C=2N(C=C(N1)C=1C=NN(C1)C1CN(C1)C(CN1CCCC1)=O)N=CC2 1-(3-(4-(4-(1-(pent-3-yl)-1H-pyrazol-4-yl)pyrazolo[1,5-a]pyrazin-6-yl)-1H-pyrazol-1-yl)azetidin-1-yl)-2-(pyrrolidin-1-yl)ethanone